4-(2-fluorophenyl)-1-(((S)-10-hydroxy-7-((R)-4,4,4-trifluoro-2-methylbutyryl)-7-azaspiro[4.5]decan-10-yl)methyl)-N,N-dimethyl-6-oxo-1,6-dihydropyridine-3-carboxamide FC1=C(C=CC=C1)C=1C(=CN(C(C1)=O)C[C@@]1(CCN(CC12CCCC2)C([C@@H](CC(F)(F)F)C)=O)O)C(=O)N(C)C